FC(C=1C=CC(=C(C1)S(=O)(=O)Cl)OC)F 5-(difluoromethyl)-2-methoxybenzenesulfonyl chloride